ClC1=CC(=C(C=N1)CC)NC1=C(C(=CC=C1)C1=NC=C(C=C1)F)OC 1-(6-chloro-4-((3-(5-fluoropyridin-2-yl)-2-methoxyphenyl)amino)pyridin-3-yl)ethan